BrC=1SC(=C(N1)C(=O)OCC)NC=1C(=NC=C(C1)C#N)C Ethyl 2-bromo-5-((5-cyano-2-methylpyridin-3-yl)amino)thiazole-4-carboxylate